C1=CC=C2C(=C1)N=C(S2)SSC3=NC4=CC=CC=C4S3 2,2'-dibenzothiazole disulfide